5-chloro-2H-benzo[D][1,2,3]triazole ClC1=CC=2C(=NNN2)C=C1